C(C)(C)(C)OC(\C(=C\C1=CN(C2=NC=CC=C21)CC2=CC(=CC(=C2)C(F)(F)F)C(F)(F)F)\C#N)=O (E)-3-(1-(3,5-bis(trifluoromethyl)benzyl)-1H-pyrrolo[2,3-b]pyridin-3-yl)-2-cyanoacrylic acid tert-butyl ester